Cl.Cl.N1=C(NCC2=CC=CC=C12)SCC=1N2C(SC1)=N[C@H]([C@@H]2C2=CC=CC=C2)C2=CC=CC=C2 trans-3-(((3,4-dihydroquinazolin-2-yl)thio)methyl)-5,6-diphenyl-5,6-dihydroimidazo[2,1-b]thiazole dihydrochloride